CN1N=NC2=C1C=CC(=C2C)C(CC(=O)O)C=2C=C(C1=C(C=CS1)C2)CN2C[C@H](OC1=C([C@@H]2C)N=CC=C1)CC 3-(1,4-dimethyl-1H-benzotriazol-5-yl)-3-(7-{[(2R,5S)-2-ethyl-5-methyl-2,3-dihydropyrido[2,3-f][1,4]oxazepin-4(5H)-yl]methyl}-1-benzothiophen-5-yl)propanoic acid